C(#N)C1=C(C=CC(=C1)F)[C@@H]([C@@H](C)C=1N(C(C(=C(N1)C(=O)NC=1C=NOC1)O)=O)C)C=1C=NN(C1)C 2-((1R,2R)-1-(2-cyano-4-fluorophenyl)-1-(1-methyl-1H-pyrazol-4-yl)propan-2-yl)-5-hydroxy-N-(isoxazol-4-yl)-1-methyl-6-oxo-1,6-dihydropyrimidine-4-carboxamide